BrC1=C(C(=C(C(=C1F)F)F)F)C1=C(C(=C(C(=C1F)F)F)F)Br 2,2'-dibromooctafluorobiphenyl